(2E)-4-oxopent-2-enoic acid methyl ester COC(\C=C\C(C)=O)=O